FC(C(=O)O)(F)F.ClC=1C=C(C=CC1F)NC1C2=C(C=3N(CC1)N=NC3C)C=CC(=C2)C=2CCN(CC2)C2CCC2 N-(3-chloro-4-fluorophenyl)-9-(1-cyclobutyl-1,2,3,6-tetrahydropyridin-4-yl)-1-methyl-6,7-dihydro-5H-benzo[c][1,2,3]triazolo[1,5-a]azepin-7-amine 2,2,2-trifluoroacetate